tert-butyl 4-[3-[3-(2-bromo-4-isopropyl-phenoxy)phenyl]propyl]piperazine-1-carboxylate BrC1=C(OC=2C=C(C=CC2)CCCN2CCN(CC2)C(=O)OC(C)(C)C)C=CC(=C1)C(C)C